C1(CC1)CCCC1=NNC(=C1)C=1C(=C(C(=CC1)O)N1CC(NS1(=O)=O)=O)F 5-(3-(3-(3-cyclopropylpropyl)-1H-pyrazol-5-yl)-2-fluoro-6-hydroxyphenyl)-1,2,5-thiadiazolidin-3-one 1,1-dioxide